N-methyl-2-(pyridin-3-yl)ethan-1-amine CNCCC=1C=NC=CC1